C(C)OC(C(C)O)(C)C 3-ethoxy-3-methyl-2-butan-ol